C(C)(=S)OC1=C(C(=CC=C1)[N+](=O)[O-])[N+](=O)[O-] Dinitrophenol Thioacetate